C1=CC=C(C=2C3=CC=CC=C3NC12)[C@@H](C)NC(C1=C(C=CC(=C1)N(C)C1CNC1)C)=O (R)-N-(1-(9H-carbazol-4-yl)ethyl)-5-(azetidin-3-yl(methyl)amino)-2-methylbenzamide